(R)-N-(7-(1-(1-propenylpiperidin-3-yl)-4-amino-1H-pyrazolo[3,4-d]pyrimidin-3-yl)-2,3-dihydrobenzofuran-4-yl)-6-methoxynicotinamide C(=CC)N1C[C@@H](CCC1)N1N=C(C=2C1=NC=NC2N)C2=CC=C(C=1CCOC12)NC(C1=CN=C(C=C1)OC)=O